(4-(benzyloxy)-2,6-dichlorophenyl)(3-isopropyl-4-((triisopropylsilyl)oxy)phenyl)methanol C(C1=CC=CC=C1)OC1=CC(=C(C(=C1)Cl)C(O)C1=CC(=C(C=C1)O[Si](C(C)C)(C(C)C)C(C)C)C(C)C)Cl